N-(3-aminophenyl)propionamide NC=1C=C(C=CC1)NC(CC)=O